2-((1,1,1-trifluoropropan-2-yl)amino)pyrimidin FC(C(C)NC1=NC=CC=N1)(F)F